COC=1C=C2C(=CNC2=CC1)CCNC1=NC=CC(=N1)NC1=CC=CC=2NC(=NC21)C N2-[2-(5-methoxy-1H-indol-3-yl)ethyl]-N4-(2-methyl-1H-benzimidazol-4-yl)pyrimidine-2,4-diamine